5-((8-amino-7-fluoro-6-(8-methyl-2,3-dihydro-1H-pyrido[2,3-b][1,4]oxazin-7-yl)isoquinolin-3-yl)amino)-2-methylisoindolin-1-one NC=1C(=C(C=C2C=C(N=CC12)NC=1C=C2CN(C(C2=CC1)=O)C)C1=C(C2=C(OCCN2)N=C1)C)F